[6-(3-cyclopropyl-1H-1,2,4-triazol-5-yl)-2-azaspiro[3.3]heptan-2-yl]-[4-[2-mesyl-4-(trifluoromethyl)benzyl]oxypiperidino]methanone C1(CC1)C1=NNC(=N1)C1CC2(CN(C2)C(=O)N2CCC(CC2)OCC2=C(C=C(C=C2)C(F)(F)F)S(=O)(=O)C)C1